N-(5-cyclopentylpyrimidin-2-yl)-2-[(1-methyl-1H-imidazol-2-yl)sulfanyl]-5-nitrobenzamide C1(CCCC1)C=1C=NC(=NC1)NC(C1=C(C=CC(=C1)[N+](=O)[O-])SC=1N(C=CN1)C)=O